(3-chloro-2-pyridyl)methanamine ClC=1C(=NC=CC1)CN